tert-butyl 3-(aminomethyl)-3-(4-chlorophenyl)azetidine-1-carboxylate NCC1(CN(C1)C(=O)OC(C)(C)C)C1=CC=C(C=C1)Cl